N1=NC=C(C=C1)C1=NOCCN1 3-(pyridazin-4-yl)-5,6-dihydro-4H-1,2,4-oxadiazine